[Cl-].[NH4+].CN(C(C(=C)CC)=O)C N,N-dimethylethyl-acrylamide ammonium chloride